(7S)-7-tert-butyl-N-[(1R)-3-(4-hydroxy-1-piperidyl)-1-[3-[[(3R)-pyrrolidin-3-yl]carbamoyl]phenyl]propyl]-5,6,7,8-tetrahydrothiazolo[5,4-b]quinoline-2-carboxamide C(C)(C)(C)[C@@H]1CC=2C=C3C(=NC2CC1)SC(=N3)C(=O)N[C@H](CCN3CCC(CC3)O)C3=CC(=CC=C3)C(N[C@H]3CNCC3)=O